((5-(5-aminopyrimidin-2-yl)-1,3,4-oxadiazol-2-yl)methyl)-2-(2,4-bis(trifluoromethyl)phenyl)-N-(4-fluorophenyl)acetamide NC=1C=NC(=NC1)C1=NN=C(O1)CC(C(=O)NC1=CC=C(C=C1)F)C1=C(C=C(C=C1)C(F)(F)F)C(F)(F)F